(S)-neopentyl-2-(((S)-(((2R,3S,4R,5R)-5-(4-aminopyrrolo[2,1-f][1,2,4]triazin-7-yl)-5-cyano-3,4-dihydroxytetrahydrofuran-2-yl)methoxy)(phenoxy)phosphoryl)amino)propanoate C(C(C)(C)C)OC([C@H](C)N[P@@](=O)(OC1=CC=CC=C1)OC[C@H]1O[C@@]([C@@H]([C@@H]1O)O)(C#N)C1=CC=C2C(=NC=NN21)N)=O